BrC(C(=O)C1=C(C=C(C=C1)Br)F)C 2-Bromo-1-(4-bromo-2-fluorophenyl)propan-1-one